6-chloro-8-(1-(trifluoromethyl)-3-azabicyclo[3.1.0]hexan-3-yl)imidazo[1,2-b]pyridazine ClC=1C=C(C=2N(N1)C=CN2)N2CC1(CC1C2)C(F)(F)F